CN1N=C(C2=CC=CC=C12)C(=O)NC1C[C@H]2CCC[C@@H](C1)N2C 1-methyl-N-((1R,3r,5s)-9-methyl-9-azabicyclo[3.3.1]non-3-yl)-1H-indazole-3-carboxamide